4-methyl-N-(thiazol-4-yl)pyridine-2-sulfonamide trifluoroacetate salt FC(C(=O)O)(F)F.CC1=CC(=NC=C1)S(=O)(=O)NC=1N=CSC1